1H-pyrazolo[3,4-c]pyridin-7(6H)-one N1N=CC2=C1C(NC=C2)=O